ClC1=C(C=CC(=C1)F)C=1C(=NN(C1NC1=C(C=CC=C1[N+](=O)[O-])C)C)C 4-(2-chloro-4-fluorophenyl)-1,3-dimethyl-N-(2-methyl-6-nitrophenyl)-1H-pyrazol-5-amine